6-[7-[2-[2-(2-aminoethoxy)ethoxy]-4-fluoro-phenyl]-3-fluoro-thieno[2,3-d]pyridazin-4-yl]-N,N-dimethyl-tetralin-2-amine NCCOCCOC1=C(C=CC(=C1)F)C=1N=NC(=C2C1SC=C2F)C=2C=C1CCC(CC1=CC2)N(C)C